CC1=CC=CC(=N1)C1=NC=CC(=N1)NC1=NC(=NC=C1)NC=1SC=C(N1)C(=O)OC1CCNCC1 piperidin-4-yl 2-((4-((2-(6-methylpyridin-2-yl)pyrimidin-4-yl)amino)pyrimidin-2-yl)amino)thiazole-4-carboxylate